N-(β,γ-dihydroxypropyl)-p-phenylenediamine OC(CNC1=CC=C(C=C1)N)CO